NC=1C(=CC(=NC1)C#N)CC 5-Amino-4-ethylpyridine-2-carbonitrile